C(C)(C)C1=CC=C2[C@@]3(CCC[C@@](C3CCC2=C1)(C(=O)OC)C)C Methyl (1S,4aR)-7-isopropyl-1,4a-dimethyl-1,2,3,4,4a,9,10,10a-octahydrophenanthrene-1-carboxylate